(1S,3R,4R)-rel-3-amino-7-azabicyclo[2.2.1]heptane-7-carboxylic acid tert-butyl ester C(C)(C)(C)OC(=O)N1[C@@H]2C[C@H]([C@H]1CC2)N |o1:8,10,11|